[N+](=O)([O-])C1=CC=C(C=C1)C(C(=O)O)CC.C(CCC)(=O)OC1=CC=C(C=C1)[N+](=O)[O-] 4-nitrophenyl butyrate (p-nitrophenyl butyrate)